N'-(tert-butyldimethylsilyl)-2-((R or S)-1-((tert-butyldimethylsilyl)oxy)-2-hydroxy-propan-2-yl)thiazole-5-sulfonimidamide [Si](C)(C)(C(C)(C)C)N=S(=O)(N)C1=CN=C(S1)[C@](CO[Si](C)(C)C(C)(C)C)(C)O |o1:16|